methyl (2R)-5-{4-[2-(2-ethoxy ethoxy) ethoxy]phenyl}-2-[(methanesulfonyl)oxy]pentanoate C(C)OCCOCCOC1=CC=C(C=C1)CCC[C@H](C(=O)OC)OS(=O)(=O)C